C(#N)C=1C=C(C=C(C1)C(F)(F)F)S(=O)(=O)NC=1C(=C(C(=CC1)F)C=1C=CC=2N(C1)C=NC2C(=O)NC)F 6-[3-[3-cyano-5-(trifluoromethyl)benzenesulfonamido]-2,6-difluorophenyl]-N-methylimidazo[1,5-a]pyridine-1-carboxamide